C(#N)C(C(=O)OCC(CCCC)CC)=C(C1=CC=CC=C1)C1=CC=CC=C1 2-ethylhexyl 1-α-cyano-β-phenylcinnamate